Dimethyl-2,5-di-tert-butyl-4-hydroxy-benzylphosphonat CC(C1=C(C=C(C(=C1)C(C)(C)C)O)C(C)(C)C)(P([O-])([O-])=O)C